6-methyl-3-(4-tolyl)-β-naphthol CC=1C=C2C=C(C(=CC2=CC1)O)C1=CC=C(C=C1)C